COC1=C(C=C(C(=C1)N(C1COC1)C)[N+](=O)[O-])NC1=NC=CC(=N1)N1N=C(C(=C1)C=O)C1=CC=CC=C1 1-(2-(2-methoxy-4-(methyl-(oxetan-3-yl)amino)-5-nitrophenylamino)Pyrimidin-4-yl)-3-phenyl-1H-pyrazole-4-carbaldehyde